C(CCCCC)O.[Na] sodium hexyl alcohol